N1CCC(CC1)CC(=O)OC(C)(C)C tert-butyl 4-piperidinacetate